N[C@@H](CC1=CNC2=CC=CC=C12)C(=O)N[C@@H](CCCNC(N)=N)C(=O)O tryptyl-arginine